Cyclopropyl((2R,4S)-2-ethynyl-4-(1-methylcyclobutoxy)pyrrolidin-1-yl)methanone C1(CC1)C(=O)N1[C@H](C[C@@H](C1)OC1(CCC1)C)C#C